C1=2C(=CC=CC2CC1)N1CCN(CC1)C(CN1N=C(C2=C1CCC2)C(=O)N2C[C@H](O[C@H](C2)C)C)=O 1-(4-(Bicyclo[4.2.0]octa-1(6),2,4-trien-2-yl)piperazin-1-yl)-2-(3-((2R,6S)-2,6-dimethylmorpholin-4-carbonyl)-5,6-dihydrocyclopenta[c]pyrazol-1(4H)-yl)ethanon